methyl salicylate diazoacetate [N+](=[N-])=CC(=O)O.C(C=1C(O)=CC=CC1)(=O)OC